8-chloro-3,4-dihydro-2H-pyrano[2,3-c]pyridine ClC=1N=CC=C2C1OCCC2